tert-butyl 8-(bromomethyl)-3,4-dihydroisoquinoline-2(1H)-carboxylate BrCC=1C=CC=C2CCN(CC12)C(=O)OC(C)(C)C